2-propoxycarbonylaminohexane C(CC)OC(=O)NC(C)CCCC